methyl 5-(benzyloxy)-2-(3-chlorophenyl)-8-iodo-1,7-naphthyridine-6-carboxylate C(C1=CC=CC=C1)OC1=C2C=CC(=NC2=C(N=C1C(=O)OC)I)C1=CC(=CC=C1)Cl